[Hg](SC#N)SC#N Mercuric Thiocyanate